1-(4-((4-((2-fluoro-4-((2-(p-tolyl)pyridin-4-yl)oxy)phenyl)amino)-7-methoxyquinazolin-6-yl)amino)piperidin-1-yl)prop-2-en-1-one FC1=C(C=CC(=C1)OC1=CC(=NC=C1)C1=CC=C(C=C1)C)NC1=NC=NC2=CC(=C(C=C12)NC1CCN(CC1)C(C=C)=O)OC